FC=1C=CC(=NC1)C1=NN2C(CCCC2)=C1C1=C2C(=NC(=C1)C)NN=C2 4-[2-(5-Fluoro-2-pyridyl)-4,5,6,7-tetrahydropyrazolo[1,5-a]pyridin-3-yl]-6-methyl-1H-pyrazolo[3,4-b]pyridine